C(#N)C=1C=NC2=CC(=CC=C2C1)OCC 3-cyano-7-ethoxyquinolin